C(C1=CC=CC=C1)OC(=O)[O] benzyloxycarbonyl-oxygen